[Cl-].C(C=C)(=O)NCCC[N+](C)(C)C 3-acrylamidopropyl-trimethyl-ammonium chloride